tert-butyl 6-((2-methyl-4-(4-(trifluoromethyl) piperidin-1-yl) phenyl)amino)-3H-imidazo[4,5-b]pyridine-3-carboxylate CC1=C(C=CC(=C1)N1CCC(CC1)C(F)(F)F)NC=1C=C2C(=NC1)N(C=N2)C(=O)OC(C)(C)C